(2r,3s,6r)-2-(((E)-3,7-dimethyloct-2,6-dien-1-yl)oxy)-3,5-dihydroxy-6-(hydroxymethyl)tetrahydro-4H-pyran-4-one C\C(=C/CO[C@@H]1O[C@@H](C(C([C@H]1O)=O)O)CO)\CCC=C(C)C